ClC1=CC=C(C=C1)N1N=CC2=C(B1O)C=CC=C2 2-(4-chlorophenyl)benzo[d][1,2,3]diazaborinin-1(2H)-ol